ClC=1C(=C(C=C2C=C(N=CC12)NC1=CC=C2CC(N(CC2=C1)C)=O)C1=C(C2=C(OCCN2C(=O)[O-])N=C1)C)F 7-(8-Chloro-7-fluoro-3-((2-methyl-3-oxo-1,2,3,4-tetrahydroisoquinolin-7-yl)amino)isoquinoline-6-yl)-8-methyl-2,3-dihydro-1H-pyrido[2,3-b][1,4]oxazine-1-carboxylate